COC=1C=C(C=NC1OC)C=1C=CC2=C(NC(=N2)N)C1 6-(5,6-dimethoxypyridin-3-yl)-1H-benzo[D]imidazol-2-amine